C[C@H]1[C@@H]([C@H]([C@H]([C@@H](O1)OC[C@@H]2[C@H]([C@@H]([C@H]([C@@H](O2)OC3=CC(=C4C(=C3)OC(=CC4=O)C5=CC(=C(C=C5)OC)O)O)O)O)O)O)O)O The molecule is a disaccharide derivative that consists of diosmetin substituted by a 6-O-(alpha-L-rhamnopyranosyl)-beta-D-glucopyranosyl moiety at position 7 via a glycosidic linkage. It has a role as an antioxidant and an anti-inflammatory agent. It is a glycosyloxyflavone, a rutinoside, a disaccharide derivative, a monomethoxyflavone and a dihydroxyflavanone. It derives from a diosmetin.